(+)-biphenyl C1(=CC=CC=C1)C1=CC=CC=C1